ClC1=CC2=C(N(C(C(N2C)=O)=O)C2CCN(CC2)C2=NC=C(C=C2)CN(C)C)N=C1 7-chloro-4-(1-(5-((dimethylamino)methyl)pyridin-2-yl)piperidin-4-yl)-1-methyl-1,4-dihydropyrido[2,3-b]pyrazine-2,3-dione